FC12CC(C1)(C2)N2N=C1N(C2=O)[C@@H](CC1)C1=NC=C(N=C1)C(F)(F)F (S)-2-(3-fluorobicyclo[1.1.1]pentan-1-yl)-5-(5-(trifluoromethyl)pyrazin-2-yl)-2,5,6,7-tetrahydro-3H-pyrrolo[2,1-c][1,2,4]triazol-3-one